(cyclopropylmethyl)-5-ethynyl-6H-thieno[2,3-b]pyrrole C1(CC1)CC1=CC2=C(NC(=C2)C#C)S1